4-((4-Formyl-2-(2,2,2-trifluoroethoxy)phenoxy)-methyl)-N,N-dimethylbenzamide C(=O)C1=CC(=C(OCC2=CC=C(C(=O)N(C)C)C=C2)C=C1)OCC(F)(F)F